8-bromo-7-((2-methyl-1-((2-(trimethylsilyl)ethoxy)methyl)-1H-benzo[d]imidazol-6-yl)oxy)-2-(1-((tetrahydro-2H-thiopyran-4-yl)methyl)-1H-pyrazol-4-yl)quinoxaline BrC=1C(=CC=C2N=CC(=NC12)C=1C=NN(C1)CC1CCSCC1)OC=1C=CC2=C(N(C(=N2)C)COCC[Si](C)(C)C)C1